C(C#CCCCC)=O 2-HEPTYNAL